C1=NC(=CC2=CC=CC=C12)C=1N=C(C2=C(N1)CCC2)N(CC(=O)NC=2C=NC(=CC2)OC)C 2-{[2-(isoquinolin-3-yl)-5H,6H,7H-cyclopenta[d]pyrimidin-4-yl](methyl)amino}-N-(6-methoxypyridin-3-yl)acetamide